COC(=O)C12C(CC(CC1)CC2)OC(NC(C)C)=O (Isopropylcarbamoyloxy)bicyclo[2.2.2]Octane-1-carboxylic acid methyl ester